imidazolidine-2,4-dione hydrochloride Cl.N1C(NC(C1)=O)=O